NC(CC(=O)O)C(NC(COCC=C)C)=O 3-amino-3-{[1-(prop-2-enyloxy)propan-2-yl]carbamoyl}propanoic acid